N-(1-cyclobutyl-3-(3,3-difluoro-1-methylcyclobutyl)-4-methyl-1H-pyrazol-5-yl)-2-(1-(trifluoromethyl)cyclobutyl)acetamide C1(CCC1)N1N=C(C(=C1NC(CC1(CCC1)C(F)(F)F)=O)C)C1(CC(C1)(F)F)C